n-methyl-dioctadecylamine oxide C[N+](CCCCCCCCCCCCCCCCCC)(CCCCCCCCCCCCCCCCCC)[O-]